NCC(C1=CC(=CC(=C1)F)Cl)NC(=O)C=1N=CN(C1)C1=NC(=NC=C1C)NC1CC(C1)(F)F N-(2-amino-1-(3-chloro-5-fluorophenyl)ethyl)-1-(2-((3,3-difluoro-cyclobutyl)amino)-5-methyl-pyrimidin-4-yl)-1H-imidazole-4-carboxamide